CC1=C(C(=CC(=C1)Br)C)[N+]#[C-] 2,6-dimethyl-4-bromophenyl isonitrile